OC1=C(C=C(C(=C1C)O)C)C(\C=C\C1=CC=CC=C1)=O (E)-1-(2,4-dihydroxy-3,5-dimethylphenyl)-3-phenylprop-2-en-1-one